2-hydroxy-2-methyl-1-hydroxy-phenyl-1-hydroxy-methyl-2-butanone OC1(C(C=CC=C1)(O)C(C(CC)=O)(O)C)C